11-(4-cyclopropylphenyl)-17-(1,1-difluoroprop-2-yn-1-yl)-3-(2-(2-methoxyethoxy)ethoxy)-13-methyl-7,8,9,11,12,13,14,15,16,17-decahydro-6H-cyclopenta[a]phenanthren-17-ol C1(CC1)C1=CC=C(C=C1)C1CC2(C(CCC2C2CCC=3C=C(C=CC3C12)OCCOCCOC)(O)C(C#C)(F)F)C